(3R)-3-[(2S)-3-(5-bromopyridin-3-yl)-1-(tert-butoxy)-1-oxopropan-2-yl]pyrrolidine-1-carboxylic acid tert-butyl ester C(C)(C)(C)OC(=O)N1C[C@H](CC1)[C@@H](C(=O)OC(C)(C)C)CC=1C=NC=C(C1)Br